C1(CC1)C1=C(C(=NO1)C1=C(C=CC=C1Cl)Cl)COC1CCN(CC1)C=1C=C(SC1)C1=NOC(N1)=O 3-(4-(4-((5-cyclopropyl-3-(2,6-dichlorophenyl)isoxazol-4-yl)methoxy)piperidin-1-yl)thiophen-2-yl)-1,2,4-oxadiazol-5(4H)-one